1'-[3-(difluoromethoxy)phenyl]-N-(3-methyl-1,1-dioxo-thietan-3-yl)-2'-oxo-spiro[cyclopropane-1,3'-indoline]-5'-carboxamide FC(OC=1C=C(C=CC1)N1C(C2(C3=CC(=CC=C13)C(=O)NC1(CS(C1)(=O)=O)C)CC2)=O)F